C12CC=C(N1)C=C1C=CC(=N1)C=C1C=CC(N1)=CC=1C=CC(N1)=C2.[K] potassium dihydroporphin